ClC=1C(=CC2=C(N(C(=N2)C)C)C1)C=1C=C(N)C=CC1 3-(6-chloro-1,2-dimethyl-1H-benzo[d]imidazol-5-yl)aniline